FCCCCN(C(=O)OCC1=C(N=NN1C)C1=CC=C(C(=N1)C)O[C@@H]1C[C@H](CCC1)C(=O)O)C (1S,3S)-3-((6-(5-((((4-(fluoro)butyl)(methyl)carbamoyl)oxy)methyl)-1-methyl-1H-1,2,3-triazol-4-yl)-2-methylpyridin-3-yl)oxy)cyclohexane-1-carboxylic acid